2-chloro-4-(((1S,SR,6S,7S)-7-(ethoxycarbonyl)tricyclo[3.2.2.02,4]nonan-6-yl)amino)pyrrolo[2,1-f][1,2,4]triazine-7-carboxylic acid ClC1=NN2C(C(=N1)N[C@H]1C3C4C[C@@H]4[C@@H]([C@@H]1C(=O)OCC)CC3)=CC=C2C(=O)O |&1:12|